2-((1-Benzyl-1H-indazol-3-yl)methoxy)-2-methylpropanoic acid C(C1=CC=CC=C1)N1N=C(C2=CC=CC=C12)COC(C(=O)O)(C)C